2,2'-o-phenylene-bis(4-methyl-2-oxazoline) C1(=C(C=CC=C1)C=1OCC(N1)C)C=1OCC(N1)C